O1C2=C(CC1)C=C(C=C2)S(=O)(=O)Cl 2,3-dihydrobenzo[b]furan-5-sulfonyl chloride